FC=1C=2N(C=CC1)N=C(C2)[C@H]2N(CCC1=C2N=CN1)C(=O)C1=C(N=C(O1)[C@@H](C)O)C ((S)-4-(4-fluoropyrazolo[1,5-a]pyridin-2-yl)-6,7-dihydro-1H-imidazo[4,5-c]pyridin-5(4H)-yl)(2-((R)-1-hydroxyethyl)-4-methyloxazol-5-yl)methanone